NC1=C(C=C(C=C1Cl)C1=C2CN(C(C2=CC=C1)=O)C(C(C#N)=C)C)Cl 3-[4-(4-amino-3,5-dichlorophenyl)-1-oxo-2,3-dihydro-1H-isoindol-2-yl]-2-methylidenebutanenitrile